(6S,7S)-N-(2,2-difluoroethyl)-6-((2-fluoro-[1,1'-biphenyl]-3-yl)methyl)-7-(methylsulfonamido)-5-azaspiro[2.4]heptane-5-carboxamide FC(CNC(=O)N1CC2(CC2)[C@@H]([C@@H]1CC=1C(=C(C=CC1)C1=CC=CC=C1)F)NS(=O)(=O)C)F